C(C)OC(C(CC(C)NCCCC(=O)OCC)C)=O 4-(4-ethoxy-4-oxobutylamino)-2-methylpentanoic acid ethyl ester